Benzimidazol N1=CNC2=C1C=CC=C2